N2-(3,5-dimethyl-1-phenylcyclohexyl)-N1,N1-diethyl-1,2-ethanediamine CC1CC(CC(C1)C)(C1=CC=CC=C1)NCCN(CC)CC